(1-((3,3-difluorocyclobutyl)methyl)-1H-pyrazol-4-yl)-8-methyl-7-((2-methyl-1H-benzo[d]imidazol-6-yl)oxy)quinoxaline FC1(CC(C1)CN1N=CC(=C1)C1=NC2=C(C(=CC=C2N=C1)OC=1C=CC2=C(NC(=N2)C)C1)C)F